sodium disodium lauryl sulfosuccinate S(=O)(=O)(O)C(C(=O)OCCCCCCCCCCCC)CC(=O)[O-].[Na+].[Na+].[Na+].C(CCCCCCCCCCC)OC(C(CC(=O)[O-])S(=O)(=O)O)=O.C(CCCCCCCCCCC)OC(C(CC(=O)[O-])S(=O)(=O)O)=O